COC(=O)N1NC=CC=C1 pyridazine-1-carboxylic acid methyl ester